ClC1=CN(C=2N=C(N=CC21)NC=2C(=NN(C2)C2CC2)Cl)C2CC2 5-chloro-N-(3-chloro-1-cyclopropyl-1H-pyrazol-4-yl)-7-cyclopropyl-7H-pyrrolo[2,3-d]pyrimidin-2-amine